bis(2-hydroxyethyl)-5-(sodiosulfo)isophthalate OCCOC(C1=CC(C(=O)OCCO)=CC(=C1)S(=O)(=O)O[Na])=O